C(C)OC(C(C(\C(=N\O)\C1[C@H]2CN(C[C@@H]12)C(=O)OC(C)(C)C)C)=O)=O tert-butyl (1R,5S,6r)-6-[(1E)-4-ethoxy-N-hydroxy-2-methyl-3,4-dioxobutanimidoyl]-3-azabicyclo[3.1.0]hexane-3-carboxylate